C(C)(C)(C)OC(=O)N1[C@H](CN(C[C@@H]1C)C1=CC=C(C2=C1N=C(S2)OCC2CN(CC2)C(=O)OC(C)(C)C)C(=O)OC)C methyl 4-[(3S,5S)-4-tert-butoxycarbonyl-3,5-dimethyl-piperazin-1-yl]-2-[(1-tert-butoxycarbonylpyrrolidin-3-yl)methoxy]-1,3-benzothiazole-7-carboxylate